1,2-difluoro-3,4-dimethyl-5-nitrobenzene FC1=C(C(=C(C(=C1)[N+](=O)[O-])C)C)F